(rac)-2'-[6-amino-5-(propan-2-yl)pyridin-3-yl]-N-ethyl-5',6'-dihydrospiro[pyrrolidine-3,4'-pyrrolo[1,2-b]pyrazole]-1-carboxamide NC1=C(C=C(C=N1)C=1C=C2N(N1)CC[C@]21CN(CC1)C(=O)NCC)C(C)C |r|